ClC=1C=C(C#N)C=CC1C1CN(C1)[C@@H]1[C@@H](CCCC1)OC=1C=C2CN(C(C2=CC1)=O)C1C(NC(CC1)=O)=O 3-chloro-4-(1-((1S,2R)-2-((2-(2,6-dioxopiperidin-3-yl)-1-oxoisoindolin-5-yl)oxy)cyclohexyl)azetidin-3-yl)benzonitrile